7-((R or S)-3-(2-(5-fluorothiophen-2-yl)ethyl)-1-(2-(6-methylpyridin-3-yl)propan-2-yl)pyrrolidin-3-yl)-5H,7H-imidazo[1,2-c]oxazol-5-one FC1=CC=C(S1)CC[C@@]1(CN(CC1)C(C)(C)C=1C=NC(=CC1)C)C1C=2N(C(O1)=O)C=CN2 |o1:8|